OC1=C(C=CC=C1)\C=C\C(=O)C1=CC=CC=C1 2-hydroxychalcone